copper Indium Phosphorus Sulfur [S].[P].[In].[Cu]